FC1=CC=C(C=C1)N1C(N(C=C(C1=O)C(=O)OCC)CCCOC)=O ethyl 3-(4-fluorophenyl)-1-(3-methoxypropyl)-2,4-dioxo-1,2,3,4-tetrahydropyrimidin-5-formate